C(C)(C)(C)OC(=O)N1CCN(CC1)CC1=C(C=C(C=C1)C(F)(F)F)Br 4-(2-bromo-4-(trifluoromethyl)benzyl)piperazine-1-carboxylic acid tert-butyl ester